3-{[2,5-difluoro-3-(methylaminosulfonylamino)phenyl]methyl}-7-(1,3-oxazol-2-yloxy)-2H,3H-spiro[1,3-benzoxazine-4,1'-cyclobutan]-2-one FC1=C(C=C(C=C1NS(=O)(=O)NC)F)CN1C(OC2=C(C=CC(=C2)OC=2OC=CN2)C12CCC2)=O